OC=1C=C(C=CC1O)[C@H]1OC=2C(C[C@H]1O)=C(C=C(C2[C@@H]2[C@H]([C@H](OC1=C2C(=CC(=C1)O)O)C1=CC(=C(C=C1)O)O)O)O)O (2r,3r)-2-(3,4-dihydroxyphenyl)-8-[(2r,3r,4r)-2-(3,4-dihydroxyphenyl)-3,5,7-trihydroxy-3,4-dihydro-2H-benzopyran-4-yl]-3,4-dihydro-2H-benzopyran-3,5,7-triol